N-(tert-butyldimethylsilyl)-4-(((1-ethyl-1H-pyrazolo[3,4-b]pyridine-4-yl)amino)methyl)piperidine-1-sulfonamide [Si](C)(C)(C(C)(C)C)NS(=O)(=O)N1CCC(CC1)CNC1=C2C(=NC=C1)N(N=C2)CC